gamma-dinitrophenol C1=CC(=C(C=C1[N+](=O)[O-])O)[N+](=O)[O-]